C1=CC2=CC(=C3C=CC=NC3=C2N=C1)Br Bromo-1,10-phenanthroline